C=1(C(=CC=CC1)S(=O)(=O)OC)C(C)C.[Na] sodium methyl cumenesulfonate